3-acetyl-4-ethoxy-1,1,1-trifluorobut-3-en-2-one C(C)(=O)C(C(C(F)(F)F)=O)=COCC